C(N)(=O)C=1C=C(C=CC1)CN1C(CCC1=O)C(C(=O)O)=O 2-{1-[(3-Carbamoylphenyl)methyl]-5-oxopyrrolidin-2-yl}-2-oxoacetic Acid